[5-[1-[(3,5-dibromobenzoyl)amino]ethyl]-1-[5-(morpholine-4-carbonyl)-2-pyridinyl]-1,2,4-triazol-3-yl]carbamic acid tert-butyl ester C(C)(C)(C)OC(NC1=NN(C(=N1)C(C)NC(C1=CC(=CC(=C1)Br)Br)=O)C1=NC=C(C=C1)C(=O)N1CCOCC1)=O